3',6'-bis[phenyl(3-methylphenyl)amino]spiro[isobenzofuran-1(3H),9'-[9H]xanthen]-3-one C1(=CC=CC=C1)N(C=1C=CC=2C3(C4=CC=C(C=C4OC2C1)N(C1=CC(=CC=C1)C)C1=CC=CC=C1)OC(C1=CC=CC=C13)=O)C1=CC(=CC=C1)C